FC(C1=C(C=CC=C1)/C=C/C(=O)NNC(\C=C\C1=C(C=CC=C1)C(F)(F)F)=O)(F)F (E)-3-(2-(trifluoromethyl)phenyl)-N'-((E)-3-(2-(trifluoromethyl)phenyl)acryloyl)acrylohydrazide